C1(=CC=CC=C1)C=1C=C(C2=C(C=[13CH]S2)C1)N1C(=CC2=CC(=CC=C12)C)C1=CC=C(C=C1)C(C)(C)C 5-phenyl-7-(2-(4-tert-butylphenyl)-5-methyl-1H-1-indolyl)benzothiophene-13C